4-((3-(3-aminopropyl)phenoxy)methyl)heptan-4-ol NCCCC=1C=C(OCC(CCC)(CCC)O)C=CC1